COC1=C(C=CC=C1)N1C(C=CC1=O)=O 1-(2-methoxyphenyl)-1H-pyrrole-2,5-dione